FCCN1C=CN2N=CC(=C21)C(=O)N2CC1(C2)CC(C1)N(C(=O)NC1=CC(=CC=C1)C(F)(F)F)C 1-(2-(1-(2-fluoroethyl)-1H-imidazo[1,2-b]pyrazole-7-carbonyl)-2-azaspiro[3.3]heptan-6-yl)-1-methyl-3-(3-(trifluoromethyl)phenyl)urea